C1(CC1)N1C(=NC2=C1CCCC2)C=2C=NC=NC2 1-Cyclopropyl-2-(pyrimidin-5-yl)-4,5,6,7-tetrahydro-1H-benzo[d]imidazol